NC=1SC2=C(N1)C(=CC=C2F)C2=NC=C1C(=C3C(=NC1=C2F)O[C@H](CC3)C3(CC3)CN3CCOCC3)N3CCOC[C@@H](C3)NC(C=C)=O N-((R)-4-((R)-8-(2-amino-7-fluorobenzo[d]thiazol-4-yl)-9-fluoro-2-(1-(morpholinomethyl)cyclopropyl)-3,4-dihydro-2H-pyrano[2,3-b][1,6]naphthyridin-5-yl)-1,4-oxazepan-6-yl)acrylamide